FC1=CC=C(C=C1)NC1=C2C=NN(C2=C(C=C1)C(=O)NCC1=CC=C(C(=O)O)C=C1)CC1=CC2=CC=CC=C2C=C1 4-((4-((4-fluorophenyl)amino)-1-(naphthalen-2-ylmethyl)-1H-indazole-7-carboxamido)methyl)benzoic acid